[O-2].[Al+3].[Cr+3].[O-2].[O-2] Chromium-aluminum oxide